methyl (E)-3-(1-((4-(dimethylamino)phenethyl)amino)-2,3-dihydro-1H-inden-5-yl)acrylate CN(C1=CC=C(CCNC2CCC3=CC(=CC=C23)/C=C/C(=O)OC)C=C1)C